ClC1=CC=2C(N=C1C1=C3C=NNC3=CC=C1C)=NSC2N2C(CN(CC2)C(C=C)=O)C 1-(4-(5-chloro-6-(5-methyl-1H-indazol-4-yl)[1,2]thiazolo[3,4-b]pyridin-3-yl)-3-methyl-1-piperazinyl)-2-propen-1-one